3-bromo-6-((difluoromethyl)sulfonyl)-2-methoxypyridine BrC=1C(=NC(=CC1)S(=O)(=O)C(F)F)OC